(Z)-2-fluoro-3-(5-methyl-1,3,4-thiadiazol-2-yl)acrylic acid ethyl ester C(C)OC(/C(=C/C=1SC(=NN1)C)/F)=O